4-trifluoromethylpiperidin FC(C1CCNCC1)(F)F